1-(4-((4-((2-(2-hydroxypropan-2-yl)-5-(thiophen-2-yl)phenyl)amino)-7-methoxyquinazolin-6-yl)oxy)piperidin-1-yl)prop-2-en-1-one OC(C)(C)C1=C(C=C(C=C1)C=1SC=CC1)NC1=NC=NC2=CC(=C(C=C12)OC1CCN(CC1)C(C=C)=O)OC